N-(2-bromopyrimidin-4-yl)-N-methylacetamide BrC1=NC=CC(=N1)N(C(C)=O)C